N1=CC(=CC=C1)C=1SC(=CN1)C1=CC=CC(=N1)C1=NC=CC=N1 2-{6-[2-(Pyridin-3-yl)-1,3-thiazol-5-yl]pyridin-2-yl}pyrimidine